C(C)(C)(C)OC(=O)N1CCC2(CC1)CCN(CC2)C(C)C2CCN(CC2)C(=O)OCC2=CC=CC=C2.N[C@H](C)C=2C=C(N)C=C(C2)C(F)F |r| (R/S)-3-(1-aminoethyl)-5-(difluoromethyl)aniline tert-butyl-9-(1-(1-((benzyloxy)carbonyl)piperidin-4-yl)ethyl)-3,9-diazaspiro[5.5]undecane-3-carboxylate